(6-(3,3-dimethylpiperazin-1-yl)pyridazin-3-yl)-6-ethoxy-2-methyl-2H-indazole CC1(CN(CCN1)C1=CC=C(N=N1)C=1N(N=C2C=C(C=CC12)OCC)C)C